C(C1=CC=CC=C1)NC(=O)C1=CC=2C(=NC=CC2C=2C=NC=C(C2)C2=CC=C(C=C2)C2=NN=CN2C(C)C)N1 N-benzyl-4-(5-(4-(4-isopropyl-4H-1,2,4-triazol-3-yl)phenyl)pyridin-3-yl)-1H-pyrrolo[2,3-b]pyridine-2-carboxamide